2-((2-fluoro-5-(5-methylfuran-2-yl)phenyl)amino)-1-(4-(2-hydroxy-2-methylpropoxy)indolin-1-yl)ethan-1-one FC1=C(C=C(C=C1)C=1OC(=CC1)C)NCC(=O)N1CCC2=C(C=CC=C12)OCC(C)(C)O